Bis(maleimidophenyl)methane C1(C=CC(N1C1=C(C=CC=C1)CC1=C(C=CC=C1)N1C(C=CC1=O)=O)=O)=O